S1N=NC2=C1C(=CC=C2)N2N=CC(=C2C(F)(F)F)C(=O)NC2=C(C=C(C(=C2)Cl)N2N=CC=N2)F 1-(benzo[d][1,2,3]thiadiazol-7-yl)-N-(5-chloro-2-fluoro-4-(2H-1,2,3-triazol-2-yl)phenyl)-5-(trifluoromethyl)-1H-pyrazole-4-carboxamide